ClC1=NC=CC2=C1OC1=C2C=CC=C1 1-chlorobenzofuro[2,3-c]pyridine